2-[[2-(4-cyclopropyl-6-methoxy-pyrimidin-5-yl)-4-[[4-[1-methyl-4-(trifluoromethyl)imidazol-2-yl]phenyl]methoxy]pyrrolo[2,3-d]pyrimidin-7-yl]methoxy]ethyl-trimethyl-silane C1(CC1)C1=NC=NC(=C1C=1N=C(C2=C(N1)N(C=C2)COCC[Si](C)(C)C)OCC2=CC=C(C=C2)C=2N(C=C(N2)C(F)(F)F)C)OC